COC=1C=C2CCN(C(C2=CC1)=O)C 6-methoxy-2-methyl-3,4-dihydroisoquinolin-1-one